2λ6-thia-3,9,11,18,23-pentaazatetracyclo[17.3.1.111,14.05,10]tetracosa-1(22),5,7,9,19(23),20-hexaene-2,2,4-trione C=12S(NC(C3=CC=CN=C3N3CCC(CCCNC(C=CC1)=N2)C3)=O)(=O)=O